C(C)(C)(C)OC(=O)NCC1=C(C=C(C=N1)NC(=O)C1=CC2=C(OCCC3=C2SC=C3)C=C1C=1C(=NC(=CC1)C(NCCC)=O)C(=O)OC)C(F)(F)F methyl 3-(9-((6-(((tert-butoxycarbonyl)amino)methyl)-5-(trifluoromethyl)pyridin-3-yl)carbamoyl)-4,5-dihydrobenzo[b]thieno[2,3-d]oxepin-8-yl)-6-(propylcarbamoyl)picolinate